(2R,8aS)-2-(2,3-dichloro-6-hydroxyphenyl)-7-hydroxy-hexahydro-1H-indolizin-5-one ClC1=C(C(=CC=C1Cl)O)[C@H]1C[C@H]2CC(CC(N2C1)=O)O